C(C1=CC=CC=C1)(=O)C1=CC(=CN1)C1=NC(=NC=C1C(F)(F)F)N[C@@H]1CNCCC1 4-(5-benzoyl-1H-pyrrol-3-yl)-N-[(3S)-piperidin-3-yl]-5-(trifluoromethyl)pyrimidin-2-amine